C1(CC1)[C@]1(C(NC(N1)=O)=O)CC(C(N1CC2=CC=C(C=C2C1)C(F)(F)F)=O)C (5S)-5-cyclopropyl-5-(2-methyl-3-oxo-3-(5-(trifluoromethyl)isoindolin-2-yl)propyl)imidazolidine-2,4-dione